The molecule is a diamino acid anion that is the conjugate base of (3S,5S)-3,5-diaminohexanoic acid, obtained by deprotonation of the carboxy group. It derives from a hexanoate. It is a conjugate base of a (3S,5S)-3,5-diaminohexanoic acid. C[C@@H](C[C@@H](CC(=O)[O-])N)N